2-(4-(1-(benzo[d][1,3]dioxol-5-yl)ethyl)piperazin-1-yl)thiazole-4-carboxylic acid ethyl ester C(C)OC(=O)C=1N=C(SC1)N1CCN(CC1)C(C)C1=CC2=C(OCO2)C=C1